C(C)OC(=O)C=1N=C(N(C1SCC)C)C1=CC=C(C=C1)C(F)(F)F 5-(ethylsulfanyl)-1-methyl-2-[4-(trifluoromethyl)phenyl]-1H-imidazole-4-carboxylic acid ethyl ester